CCCC1=CNC2=C1C=C(C=C2)CS(=O)(=O)O The molecule is a member of the class of indoles that is 1H-indole which is substituted by a propyl group at position 3 and by a sulfomethyl group at position 5. It is a member of indoles and an organosulfonic acid.